C(#N)C=1C(=C(C(=O)NC2=CC=C3C=NN(C3=C2)C=2C=NN(C2)C)C=CC1)C 3-Cyano-2-methyl-N-(1-(1-methyl-1H-pyrazol-4-yl)-1H-indazol-6-yl)benzamide